C(N)(OC1(CCC(CC1)N1N=C2C=C(C(=CC2=C1)Br)OC)C)=O (methyl 4-(5-bromo-6-methoxy-2H-indazol-2-yl) cyclohexyl) carbamate